5,6,7,8-tetrahydropyrido[3,4-c]pyridazin-3(2H)-one N=1NC(C=C2C1CNCC2)=O